BrC1=C2C=NNC2=CC(=C1)C(=O)NC(C)C1=C(C=CC=C1)OC(F)(F)F 4-bromo-N-(1-(2-(trifluoromethoxy)phenyl)ethyl)-1H-indazole-6-carboxamide